7-(8-((1s,3S)-3-methoxycyclobutyl)-3,8-diazabicyclo[3.2.1]octan-3-yl)-2-(1-methyl-1H-pyrazol-4-yl)-3H-imidazo[4,5-b]pyridine COC1CC(C1)N1C2CN(CC1CC2)C2=C1C(=NC=C2)NC(=N1)C=1C=NN(C1)C